seryl-histidine N[C@@H](CO)C(=O)N[C@@H](CC1=CNC=N1)C(=O)O